1-benzyl-4,5-bis[(trimethylsilyl)oxy]-2,3,6,7-tetrahydroazepine C(C1=CC=CC=C1)N1CCC(=C(CC1)O[Si](C)(C)C)O[Si](C)(C)C